C1(CC1)OC1(CCNCC1)C(=O)OC methyl 4-cyclopropoxypiperidine-4-carboxylate